ClC1=C(C(=CC=C1)C)NC(=O)C1=CN=C(S1)NC1=NC(=NC(=C1)N1CCN(CC1)C(CCCCCCCCC1=C2C(N(C(C2=CC=C1)=O)C1C(NC(CC1)=O)=O)=O)=O)C N-(2-chloro-6-methylphenyl)-2-((6-(4-(9-(2-(2,6-dioxopiperidin-3-yl)-1,3-dioxoisoindolin-4-yl)nonanoyl)piperazin-1-yl)-2-methylpyrimidin-4-yl)amino)thiazole-5-carboxamide